ClC1=C(C(=O)NCC(N2CCC(CC2)OC=2C=NC=CC2)C2=C(N=CS2)C(F)F)C(=CC=C1)F 2-chloro-N-{2-[4-(difluoromethyl)-1,3-thiazol-5-yl]-2-[4-(pyridin-3-yloxy)piperidin-1-yl]ethyl}-6-fluorobenzamide